B([O-])([O-])[O-].[Al+3] aluminum compound with borate